N6'-(2-(1-(Cyclopropylsulfonyl)-1H-pyrazol-4-yl)pyrimidin-4-yl)-N4'-isopropyl-5-morpholino-[2,3'-bipyridine]-4',6'-diamine C1(CC1)S(=O)(=O)N1N=CC(=C1)C1=NC=CC(=N1)NC1=CC(=C(C=N1)C1=NC=C(C=C1)N1CCOCC1)NC(C)C